1-((5-(2-(4,5-Dichloro-6-oxopyridazin-1(6H)-yl)acetamido)-2-methylphenyl)sulfonyl)piperidine-3-carboxamide ClC=1C=NN(C(C1Cl)=O)CC(=O)NC=1C=CC(=C(C1)S(=O)(=O)N1CC(CCC1)C(=O)N)C